SCC(CS)SC(CS)CS 2,4-bis(mercaptomethyl)-1,5-dimercapto-3-thiapentane